N-(((1R,5S,6s)-3-(5-(3-cyano-6-(1-methyl-1H-pyrazol-4-yl)pyrazolo[1,5-a]pyridin-4-yl)pyridin-2-yl)-3-azabicyclo[3.1.0]hexan-6-yl)methyl)-6-methoxypyridinamide C(#N)C=1C=NN2C1C(=CC(=C2)C=2C=NN(C2)C)C=2C=CC(=NC2)N2C[C@@H]1C([C@@H]1C2)CNC(=O)C2=NC(=CC=C2)OC